tert-butyl 3-(acetylimino)-3-amino-2,2-dimethylpropionate C(C)(=O)N=C(C(C(=O)OC(C)(C)C)(C)C)N